[N+](=O)([O-])C=1C(=NN(C1)C1=CC=C(C=C1)C(C(F)(F)F)O)C(=O)N 4-Nitro-1-[4-(2,2,2-trifluoro-1-hydroxy-ethyl)phenyl]pyrazole-3-carboxamide